NC=1C=C(C=NC1)C1NCC(NC1)=O 5-(5-aminopyridin-3-yl)piperazin-2-one